C1(=CC=CC=C1)P(C1=CC=CC=C1)CC(CP(C1=CC=CC=C1)C1=CC=CC=C1)CP(C1=CC=CC=C1)C1=CC=CC=C1 tris(diphenylphosphinomethyl)methane